N-(2,4-difluorophenyl)-5-hydroxy-5-phenyl-octahydrocyclopenta[c]pyrrole-2-carboxamide FC1=C(C=CC(=C1)F)NC(=O)N1CC2C(C1)CC(C2)(C2=CC=CC=C2)O